C1(=CC=CC2=CC=CC=C12)OCCCCCCCCC nonyl naphthyl ether